N1(CCC1)C=1SC(=CN1)C1=CC=C(C=C1)C[C@H]1NC[C@@H]([C@H]1N(C(O)=O)CC1=CC(=CC=C1)F)O.C(C)(C)(CC(C)(C)C)C1=CC=CC=C1 tert-octyl-benzene (2R,3S,4S)-2-({4-[2-(azetidin-1-yl)-1,3-thiazol-5-yl]phenyl}methyl)-4-hydroxypyrrolidin-3-yl-N-[(3-fluorophenyl)methyl]carbamate